IC1=NN(C2=NC(=CC=C21)C(C)=O)C 1-(3-iodo-1-methyl-1H-pyrazolo[3,4-b]pyridin-6-yl)ethan-1-one